FC(F)C1=NN(C(=C1I)COC1OCCCC1)C (difluoromethyl)-4-iodo-1-methyl-5-(((tetrahydro-2H-pyran-2-yl)oxy)methyl)-1H-pyrazole